NC1=NC2=C(C=3N1N=C(N3)C3=NC=CC=C3)C(=C(N2CCN2CC=3C=C(C=NC3CC2)C)C(=O)N)Cl 5-amino-9-chloro-7-(2-(3-methyl-7,8-dihydro-1,6-naphthyridin-6(5H)-yl)ethyl)-2-(pyridin-2-yl)-7H-pyrrolo[3,2-e][1,2,4]triazolo[1,5-c]pyrimidine-8-carboxamide